(S)-1-(6-(4-((4-methyl-1-(5-methyl-1,3,4-oxadiazol-2-yl)pentan-2-yl)amino)-5,6,7,8-tetrahydroquinazolin-2-yl)-2,6-diazaspiro[3.4]octan-2-yl)prop-2-en-1-one CC(C[C@@H](CC=1OC(=NN1)C)NC1=NC(=NC=2CCCCC12)N1CC2(CN(C2)C(C=C)=O)CC1)C